CC(CO)(C)NCC(CS(=O)(=O)O)O 3-(1,1-dimethyl-2-hydroxyethyl)amino-2-hydroxypropanesulfonic acid